C(C)C=1N=C2N(C=C(C=C2)C2CCN(CC2)C[C@@H]2CNC(O2)=O)C1N(C)C=1SC=C(N1)C1=CC=C(C=C1)F (S)-5-((4-(2-ethyl-3-((4-(4-fluorophenyl)thiazol-2-yl)(methyl)amino)imidazo[1,2-a]pyridin-6-yl)piperidin-1-yl)methyl)oxazolidin-2-one